BrC1C(C2CN(C(C1N2F)C2=NC(=NC1=CC=CC=C21)OC[C@H]2N(CCC2)C)C(=O)[O-])Cl 7-bromo-6-chloro-8-fluoro-2-((((S)-1-methylpyrrolidin-2-yl)methoxy)quinazolin-4-yl)-3,8-diazabicyclo[3.2.1]octane-3-carboxylate